palladium (tricyclohexylphosphine) chloride [Cl-].C1(CCCCC1)P(C1CCCCC1)C1CCCCC1.[Pd+2].[Cl-]